C(C)OC(=O)C1=NN2C=3SC=4OCCOCC4C3C(=N[C@H](C2=N1)C)C1=C(C=CC=C1F)F (7S)-9-(2,6-difluorophenyl)-7-methyl-13,16-dioxa-18-thia-2,3,5,8-tetraazatetracyclo[8.8.0.02,6.011,17]octadeca-1(10),3,5,8,11(17)-pentaene-4-carboxylic acid ethyl ester